tert-Butyl 4-(1-((5-bromopyridin-2-yl)methyl)-1H-pyrazol-4-yl)-3-fluorobenzoate BrC=1C=CC(=NC1)CN1N=CC(=C1)C1=C(C=C(C(=O)OC(C)(C)C)C=C1)F